lead-lead sulfate S(=O)(=O)([O-])[O-].[Pb+2].[Pb+2].S(=O)(=O)([O-])[O-]